FC1=CC=C(C=C1)C(N1C[C@@H](N(C[C@H]1C)C1=C2N=CNC2=NC(=N1)Cl)C)C1=CC=C(C=C1)F 6-((2S,5R)-4-(bis(4-fluorophenyl)methyl)-2,5-dimethylpiperazin-1-yl)-2-chloro-9H-purine